6-((2-fluoro-4-methyl-5-(pyrrolo[2,1-f][1,2,4]triazin-2-yl)phenyl)carbamoyl)-3-methyl-6-azabicyclo[3.1.1]heptane-1-carboxylic acid FC1=C(C=C(C(=C1)C)C1=NN2C(C=N1)=CC=C2)NC(=O)N2C1CC(CC2(C1)C(=O)O)C